C1C(CC12CCNCC2)C2=NC1=CC=C(C=C1C(N2)=O)OC2=C(C(=CC=C2F)NS(N(C)CCO)(=O)=O)C#N (7-azaspiro[3.5]nonan-2-yl)-6-[2-cyano-6-fluoro-3-[[2-hydroxyethyl(methyl)sulfamoyl]amino]phenoxy]-4-oxo-quinazoline